FC(C(C)(C)O)(F)C=1C=C(C=CC1)[C@@H](C)NC=1C2=C(N=C(N1)C)N=C(C(=C2)C2CCS(CC2)(=O)=O)OC (R)-4-(4-((1-(3-(1,1-difluoro-2-hydroxy-2-methylpropyl)phenyl)ethyl)amino)-7-methoxy-2-methylpyrido[2,3-d]pyrimidin-6-yl)tetrahydro-2H-thiopyran 1,1-dioxide